ClC1=C(C(=CC=C1)F)C1=CC=2C(=NC=C(N2)C2=CC(=NN2C)C(F)(F)F)N1 6-(2-chloro-6-fluorophenyl)-2-(1-methyl-3-(trifluoromethyl)-1H-pyrazol-5-yl)-5H-pyrrolo[2,3-b]pyrazine